ClC=1C=C(C=CC1Cl)C(CN1CCNCC1)NS(=O)(=O)C1=CC=C(C=C1)OC(F)(F)F N-(1-(3,4-dichlorophenyl)-2-(piperazin-1-yl)ethyl)-4-(trifluoromethoxy)benzenesulfonamide